diazobenzophenone [N+](=[N-])=C1C(C(=O)C2=CC=CC=C2)C=CC=C1